2-((1-ethoxy-3-(4-(ethoxycarbonyl)phenyl)-1,3-dioxopropan-2-yl)Oxo-2-oxoethyl)piperidine-1-carboxylic acid tert-butyl ester C(C)(C)(C)OC(=O)N1C(CCCC1)C(C(=O)C(C(=O)OCC)C(=O)C1=CC=C(C=C1)C(=O)OCC)=O